O1CCOC2=C1C=CC=C2 (R) or (S)-1,4-benzodioxane